C(CCCCCCCCCCCCCCCCC)(=O)OCC(OC(CCCCCCCCCCCCCCC)=O)COP(=O)(O)OC[C@H](N)C(=O)O 1-octadecanoyl-2-hexadecanoyl-glycero-3-phosphoserine